CC1=C(OC=2CCC3=CN(N=C3C21)CC2(COC2)C)C(=O)OCC ethyl 8-methyl-2-[(3-methyloxetan-3-yl) methyl]-4,5-dihydro-2H-furo[2,3-g]indazole-7-carboxylate